1,3,5-tris[N,N-bis(2-methylphenyl)-amino]benzene CC1=C(C=CC=C1)N(C1=C(C=CC=C1)C)C1=CC(=CC(=C1)N(C1=C(C=CC=C1)C)C1=C(C=CC=C1)C)N(C1=C(C=CC=C1)C)C1=C(C=CC=C1)C